BrC=1C(=NC=CC1)N([C@H]1CN(CCC1)C(=O)OC(C)(C)C)C(C1=C(C=C(C=C1)N1N=NC=2C1=NC=CC2)F)=O tert-butyl (3R)-3-[(3-bromo-2-pyridyl)-[2-fluoro-4-(triazolo[4,5-b]pyridin-3-yl)benzoyl]amino]piperidine-1-carboxylate